2-aminooxazole hydrofluoric acid salt F.NC=1OC=CN1